4-phenyl-N-(3-{[6-(trifluoromethyl)pyridin-3-yl]Oxy}phenyl)pyrrolidine-3-Carboxamide dihydrochloride Cl.Cl.C1(=CC=CC=C1)C1C(CNC1)C(=O)NC1=CC(=CC=C1)OC=1C=NC(=CC1)C(F)(F)F